thulium (III) carbonate C([O-])([O-])=O.[Tm+3].C([O-])([O-])=O.C([O-])([O-])=O.[Tm+3]